2-(Dimethylamino)-1-(4-(3-isopropyl-2-(1H-pyrazolo[3,4-b]pyridin-4-yl)-1H-indol-5-yl)piperidin-1-yl)ethanon CN(CC(=O)N1CCC(CC1)C=1C=C2C(=C(NC2=CC1)C1=C2C(=NC=C1)NN=C2)C(C)C)C